3-(perfluorohexyl)propionic acid FC(C(C(C(C(C(F)(F)F)(F)F)(F)F)(F)F)(F)F)(CCC(=O)O)F